4-((S)-2-amino-3-methylbutanamido)-2-(4-dihydroxyboryl-butyl)piperidine-2-carboxylic acid N[C@H](C(=O)NC1CC(NCC1)(C(=O)O)CCCCB(O)O)C(C)C